[Mn](=O)([O-])([O-])=O.[Co+2].[Ni+2].[Li+] lithium nickel cobalt manganite oxide